2,3-dibenzoyloxypropylbenzoate C(C1=CC=CC=C1)(=O)OC(COC(C1=CC=CC=C1)=O)COC(C1=CC=CC=C1)=O